NC(C(=O)O)CCSC 2-amino-4-(methyl-mercapto)butyric acid